C(C1=CC=CC=C1)OC1=NC(=CC=C1C1=NN(C2=CC(=CC=C12)N[C@H]1[C@H](CC2(CN(C2)C(=O)OC(C)(C)C)CC1)C)C)OCC1=CC=CC=C1 tert-butyl (6S,7R)-7-((3-(2,6-bis(benzyloxy) pyridin-3-yl)-1-methyl-1H-indazol-6-yl) amino)-6-methyl-2-azaspiro[3.5]nonane-2-carboxylate